O(C=1C(C=C(N(C1)C=CCCCCCCCCCCCCCCCC)C(C)=O)=O)C=1C(C=C(N(C1)C=CCCCCCCCCCCCCCCCC)C(C)=O)=O 5,5'-oxybis(N-octadecenyl-2-acetyl-pyridin-4-one)